ClC1=C(C(=C(C(=C1)OC1CC1)C#N)C=1NN=CC1)OCCCO 4-chloro-6-(cyclopropyloxy)-3-[(3-hydroxypropyl)oxy]2-(2H-pyrazol-3-yl)benzene-1-carbonitrile